6-amino-7-ethoxy-2-methyl-4-(phenylamino)quinoline-3-carbonitrile NC=1C=C2C(=C(C(=NC2=CC1OCC)C)C#N)NC1=CC=CC=C1